FC1=CC(=C2C=C(N(C2=C1F)CCNC1=CC(=NC=N1)C1=CC(=C(S1)C(=O)O)OCC)C)OC 5-{6-[2-(6,7-Difluoro-4-methoxy-2-methyl-indol-1-yl)-ethylamino]-pyrimidin-4-yl}-3-ethoxy-thiophene-2-carboxylic acid